(+)-8-((1S,2S)-2-hydroxy-2-methylcyclopentyl)-6-(difluoromethyl-d)-2-((1-((methyl-d3)sulfonyl)piperidin-4-yl-3,3,4,5,5-d5)-amino)pyrido[2,3-d]pyrimidin-7(8H)-one O[C@@]1([C@H](CCC1)N1C(C(=CC2=C1N=C(N=C2)NC2(C(CN(CC2([2H])[2H])S(=O)(=O)C([2H])([2H])[2H])([2H])[2H])[2H])C([2H])(F)F)=O)C